NC=1C=CC(=NC1NC1CC(C1)(F)F)CC(CC)=O 1-[5-amino-6-[(3,3-difluorocyclobutyl)amino]-2-pyridinyl]butanone